C(C)OC(CN(C)CCCC1(OCC2=CC(=CC=C12)C#N)C1=CC=C(C=C1)F)=O N-{3-[5-Cyano-1-(4-fluorophenyl)-1,3-dihydroisobenzofuran-1-yl]-1-propyl}-N-methylglycine ethyl ester